6-chloro-8-fluoroquinazoline ClC=1C=C2C=NC=NC2=C(C1)F